1-bromo-2,3,6,11,12-penta(pentyloxy)-8-phenyltriphenylene BrC1=C(C(=CC=2C3=CC(=CC(=C3C3=CC=C(C(=C3C12)OCCCCC)OCCCCC)C1=CC=CC=C1)OCCCCC)OCCCCC)OCCCCC